(S)-4-Ethyl-4-hydroxy-3,14-dioxo-10-(piperazin-1-ylmethyl)-3,4,12,14-tetrahydro-1H-pyrano[3',4':6,7]indolizino[1,2-b]quinolin-9-yl Diisopropylcarbamate Trifluoroacetate Salt FC(C(=O)O)(F)F.C(C)(C)N(C(OC1=C(C=2C=C3C(=NC2C=C1)C1=CC2=C(C(N1C3)=O)COC([C@]2(O)CC)=O)CN2CCNCC2)=O)C(C)C